C(C)(C)C1=C(NC2=CC=C(C=C12)C1CCN(CC1)CC(=O)NC)C=1C=C(C=2N(C1)C=CN2)C 2-(4-(3-isopropyl-2-(8-methylimidazo[1,2-a]pyridin-6-yl)-1H-indol-5-yl)piperidin-1-yl)-N-methylacetamide